1-({(2S,4S)-2-[2-Chloro-4-(4-chlorophenoxy)-phenyl]-4-methyl-1,3-dioxolan-2-yl}methyl)-1H-1,2,4-triazol ClC1=C(C=CC(=C1)OC1=CC=C(C=C1)Cl)[C@@]1(OC[C@@H](O1)C)CN1N=CN=C1